COC=1C=C(C=C(C1OC)OC)\C=N\C1=C(N=C2N1C=CC=N2)C2=CC(=C(C(=C2)OC)OC)OC (E)-1-(3,4,5-trimethoxyphenyl)-N-(2-(3,4,5-trimethoxyphenyl)imidazo[1,2-a]pyrimidin-3-yl)methanimine